methyl 2-((1r,4r)-4-(1,3,4-oxadiazol-2-yl) cyclohexyl)-6-methoxy-2H-indazole-5-carboxylate O1C(=NN=C1)C1CCC(CC1)N1N=C2C=C(C(=CC2=C1)C(=O)OC)OC